N-isopropyl-3,4-methylenedioxy-amphetamine C(C)(C)NC(C)CC1=CC2=C(C=C1)OCO2